C1=CC=CC=2C=CC=3C=C4C=CC=CC4=NC3C21 Benz[c]acridine